C1(=CC=CC=C1)C=CC=1NC2=C(N1)C=CC=C2 2-(2-phenylvinyl)benzimidazole